C(=O)O.C(C1=CC=CC=C1)OC1=C(C(=CC2=C1CCO2)C)C=2C(N(C(=NN2)N[C@H]2CN(CCC2)CC2=CC=CC=C2)C)=O (4-benzyloxy-6-methyl-2,3-dihydrobenzofuran-5-yl)-4-methyl-3-[[(3R)-1-benzyl-3-piperidinyl]amino]-1,2,4-triazin-5-one, formate salt